4-((3-(1-(5,8-dioxaspiro[3.4]octan-1-yl)-1H-pyrazol-4-yl)-2-methoxyphenyl)amino)-2-((4-(morpholine-4-carbonyl)phenyl)amino)pyrimidine-5-carboxamide C1(CCC12OCCO2)N2N=CC(=C2)C=2C(=C(C=CC2)NC2=NC(=NC=C2C(=O)N)NC2=CC=C(C=C2)C(=O)N2CCOCC2)OC